C(C)(=O)N[C@H]1C[C@@H](CC1)NC(=O)C=1SC=2N=CC=C3N(C(NC1C23)=O)C2=C(C=C(C=C2)OC2=CC=CC=C2)C N-((1R,3R)-3-Acetamidocyclopentyl)-5-(2-methyl-4-phenoxyphenyl)-4-oxo-4,5-dihydro-3H-1-thia-3,5,8-triazaacenaphthylene-2-carboxamide